P(=O)([O-])([O-])[O-].[NH+]=1NC=CC1.[NH+]=1NC=CC1.[NH+]=1NC=CC1 pyrazolium phosphate salt